(2R,3S,5R)-5-(2-amino-6-(cyclopropylamino)-4,5-dihydro-9H-purin-9-yl)-2-ethyl-2-(hydroxymethyl)tetrahydrofuran-3-ol NC=1N=C(C2N=CN(C2N1)[C@H]1C[C@@H]([C@](O1)(CO)CC)O)NC1CC1